FC=1C(=C(N2N=C(N=CC21)N[C@H]2[C@@H](COCC2)O)C(C)(C)CC)C#N 5-fluoro-2-(((3S,4R)-3-hydroxytetrahydro-2H-pyran-4-yl)amino)-7-(tert-pentyl)pyrrolo[2,1-f][1,2,4]triazine-6-carbonitrile